2-phospho-ascorbic acid trisodium salt [Na+].[Na+].[Na+].P(=O)(O)(O)OC=1C(=O)O[C@@H](C1[O-])[C@@H](O)CO.P(=O)(O)(O)OC=1C(=O)O[C@@H](C1[O-])[C@@H](O)CO.P(=O)(O)(O)OC=1C(=O)O[C@@H](C1[O-])[C@@H](O)CO